4-(6-(cyclopentylmethyl)-4-methylpyridinamido)benzoic acid C1(CCCC1)CC1=CC(=CC(=N1)C(=O)NC1=CC=C(C(=O)O)C=C1)C